C(C)(C)NC1=CC(=NC=C1C=1SC(=NN1)N1CC2(C1)CNC(C2)=O)C2=CC=C1N2N=CC(=C1)C#N 7-(4-(isopropylamino)-5-(5-(7-oxo-2,6-diazaspiro[3.4]oct-2-yl)-1,3,4-thiadiazol-2-yl)pyridin-2-yl)pyrrolo[1,2-b]pyridazine-3-carbonitrile